fluorodiketone FC(C(=O)F)=O